ClC=1C(=C(C=C(C1)B1OC(C(O1)(C)C)(C)C)CO)OC [3-chloro-2-methoxy-5-(4,4,5,5-tetramethyl-1,3,2-dioxaborolan-2-yl)phenyl]methanol